dichloro(pentamethylcyclopentadienyl)-iridium (III) Cl[Ir](C1(C(=C(C(=C1C)C)C)C)C)Cl